P(O)(=O)(OP(=O)(O)OP(=O)(O)O)OC([C@@H]1[C@H]([C@H]([C@@H](O1)N1C(=O)N=C(N)C=C1)O)O)C 5'-methyl-cytidine triphosphate